O=C1NC(CCC1C1=CC=C(C=C1)N1CCN(CC1)CC1CN(C1)C(=O)OC(C)(C)C)=O tert-Butyl 3-((4-(4-(2,6-dioxopiperidin-3-yl)phenyl)piperazin-1-yl)methyl)azetidine-1-carboxylate